FC1=CC=C(C=C1)C1=NN=C2N1C1=CC=CC=C1C(N2CC=2C=C(C=CC2)NC(=O)N)=O 3-((1-(4-fluorophenyl)-5-oxo-[1,2,4]triazolo[4,3-a]quinazolin-4(5H)-yl)methyl)phenylurea